benzyl ((R)-4-(4-bromophenyl)-1-((S)-1-(4-chloro-3-(pyridin-2-yl)phenyl)-2-hydroxyethyl)-4-neopentyl-5-oxoimidazolidin-2-ylidene)carbamate BrC1=CC=C(C=C1)[C@]1(NC(N(C1=O)[C@H](CO)C1=CC(=C(C=C1)Cl)C1=NC=CC=C1)=NC(OCC1=CC=CC=C1)=O)CC(C)(C)C